ClC=1C=C(C=CC1)CC(C(=O)N)C 3-(3-chlorophenyl)-2-methyl-propanamide